COC(=O)[C@@H]1NC[C@@H](C1)OC (2R,4R)-4-methoxypyrrolidine-2-carboxylic acid methyl ester